(E)-1-(4-amino-1,2,5-oxadiazol-3-yl)-N'-(2-hydroxy-3-methoxybenzylidene)-1H-1,2,3-triazole-4-carbohydrazide NC=1C(=NON1)N1N=NC(=C1)C(=O)N/N=C/C1=C(C(=CC=C1)OC)O